diethyl (2-((4-((4-([1,2,4]triazolo[1,5-a]pyridin-7-yloxy)-3-methylphenyl)amino)-7-ethoxy quinazolin-6-yl)amino)-1-fluoro-2-oxoethyl)phosphonate N=1C=NN2C1C=C(C=C2)OC2=C(C=C(C=C2)NC2=NC=NC1=CC(=C(C=C21)NC(C(F)P(OCC)(OCC)=O)=O)OCC)C